4-hydroxy-2H-1,2-benzothiazole-3-carboxylate-1,1-dioxide OC1=CC=CC2=C1C(NS2(=O)=O)C(=O)[O-]